2-(4-(4-methoxyphenyl)piperazine-1-carbonyl)naphtho[1,2-b]thiophene-5-sulfonic acid COC1=CC=C(C=C1)N1CCN(CC1)C(=O)C1=CC2=C(S1)C1=CC=CC=C1C(=C2)S(=O)(=O)O